dithiobis(succinimidyl octanoate) C1(CCC(N1C(C(=O)[O-])(CCCCCC)SSC(C(=O)[O-])(CCCCCC)N1C(CCC1=O)=O)=O)=O